CN1N=NC2=C1C=CC(=C2C)C(C(C(=O)O)(C)C)C2=CC(=C(C=C2)C)CN2C[C@H](OC=1C=C3C=NNC3=CC1C2)CC 3-(1,4-dimethyl-1H-benzo[d][1,2,3]triazol-5-yl)-3-(3-(((R)-6-ethyl-1,6,7,9-tetrahydro-8H-[1,4]oxazepino[7,6-f]indazol-8-yl)methyl)-4-methylphenyl)-2,2-dimethylpropionic acid